CC1=CC(CCC1)OC(=O)CSCCC[Si](OC)(OC)OC 3-((3-methyl-2-cyclohexenyl)oxycarbonylmethylthio)propyltrimethoxysilane